CC1=CC(=C(O1)C(F)(F)F)C(=O)O 5-methyl-2-(trifluoromethyl)furan-3-carboxylic acid